(S)-2-(2,5-difluoro-4-(6-(imidazo[1,2-a]pyridin-2-ylmethoxy)pyridin-2-yl)benzyl)-1-(oxetan-2-ylmethyl)-1H-benzo[d]imidazole-6-carboxylic acid FC1=C(CC2=NC3=C(N2C[C@H]2OCC2)C=C(C=C3)C(=O)O)C=C(C(=C1)C1=NC(=CC=C1)OCC=1N=C3N(C=CC=C3)C1)F